4-(phenylsulfanyl)phenyldiphenylsulfonium hexafluoroantimonate F[Sb-](F)(F)(F)(F)F.C1(=CC=CC=C1)SC1=CC=C(C=C1)[S+](C1=CC=CC=C1)C1=CC=CC=C1